3-chloro-2-(3,6-dihydro-2H-pyran-4-yl)-5-(1-ethoxyvinyl)-7-methylquinoline ClC=1C(=NC2=CC(=CC(=C2C1)C(=C)OCC)C)C=1CCOCC1